2-((2S,4S)-2-(aminomethyl)-5-chloro-2-phenyl-2,3-dihydrobenzofuran-4-yl)-3-fluoro-4-((R)-2-fluoropropoxy)benzamide NC[C@@]1(OC2=C(C1)C(=C(C=C2)Cl)C2=C(C(=O)N)C=CC(=C2F)OC[C@@H](C)F)C2=CC=CC=C2